ClC1=CC=C(CN(C(=O)[C@@H]2[C@H](CCC2)S(=O)(=O)C2=CC=C(C=C2)Cl)C2CCC3(CC3(F)F)CC2)C=C1 |o1:9,10| (1R*,2S*)-2-(4-chloro-benzenesulfonyl)-cyclopentanecarboxylic acid (4-chloro-benzyl)-(1,1-difluoro-spiro[2.5]oct-6-yl)-amide